[N+](=[N-])=C(C(C(C)(C)C)=O)S(=O)(=O)C1CCCCC1 1-Diazo-1-cyclohexylsulfonyl-3,3-dimethyl-2-butanon